(S)-6-(3,3-difluoroazetidin-1-yl)-N-(2-(2-methylpiperazin-1-yl)pyrimidin-5-yl)nicotinamide FC1(CN(C1)C1=NC=C(C(=O)NC=2C=NC(=NC2)N2[C@H](CNCC2)C)C=C1)F